C(C)(=O)N[C@@H](CCC(=O)O)C(=O)N[C@@H](CCSC)C(=O)N[C@@H](C)C(=O)N[C@@H]([C@@H](C)CC)C(=O)O acetyl-glutamyl-methionyl-alanyl-isoleucine